[Br-].C(CCCCCCCCCCCCC)OOCC(C[N+](CCO)(C)C)OOCCCCCCCCCCCCCC N-(1,2-dimyristoxyoxyprop-3-yl)-N,N-dimethyl-N-hydroxyethylammonium bromide